2-(3,5-dimethoxy-4-(pentylthio)phenyl)ethylamine COC=1C=C(C=C(C1SCCCCC)OC)CCN